C(C)(=O)[O-].C(CCCCC)[NH+]1C(CCC1)C 1-Hexyl-2-Methylpyrrolidinium acetat